7-cyclopropyl-1,2,3,4-tetrahydroisoquinoline C1(CC1)C1=CC=C2CCNCC2=C1